C(C)(=O)C=1C=CC(=C(C1)C1=C(C=C(C=C1)C(C(F)(F)F)NC(C(=O)[O-])CC(C)(C)F)F)O ((1-(5'-acetyl-2-fluoro-2'-hydroxy-[1,1'-biphenyl]-4-yl)-2,2,2-trifluoroethyl) amino)-4-fluoro-4-methylpentanoate